C(#N)N1C[C@@H](CC1)NC(C1=CC(=NC=C1F)N1C[C@@H](O[C@@H](C1)C)C)=O N-((R)-1-cyanopyrrolidin-3-yl)-2-((2S,6R)-2,6-dimethylmorpholino)-5-fluoroisonicotinamide